ClC1=C(C=C(C=C1CO)Cl)S(=O)(=O)NC1=C(C(=C(C=C1)F)C=1C=C2C=NC(=NC2=CC1)NCCO)F 2,5-dichloro-N-(2,4-difluoro-3-(2-(2-hydroxyethylamino)quinazolin-6-yl)phenyl)-3-(hydroxymethyl)benzenesulfonamide